OC1(CS(C1)(=O)=O)C1=CC=C(C=C1)C(=O)N1CCC(CC1)OC=1C=NC(=CC1)C(F)(F)F (4-(3-hydroxy-1,1-dioxidothietan-3-yl)phenyl)(4-((6-(trifluoromethyl)pyridin-3-yl)oxy)piperidin-1-yl)methanone